3-chloro-6-fluoro-N-(5-methoxy-3,4,6-trimethylpyridin-2-yl)-N-methylbenzo[b]thiophene-2-carboxamide ClC=1C2=C(SC1C(=O)N(C)C1=NC(=C(C(=C1C)C)OC)C)C=C(C=C2)F